BrC1=C(C=NC(=C1)C(F)(F)F)N(C(=O)N[C@@H](C)C=1N(N=CN1)C1=NC=CC=N1)C 1-[4-bromo-6-(trifluoromethyl)-3-pyridyl]-1-methyl-3-[(1S)-1-(2-pyrimidin-2-yl-1,2,4-triazol-3-yl)ethyl]urea